ethyl 5-(3-(2-(tert-butoxy)-2-oxoethyl)phenyl)pentanoate C(C)(C)(C)OC(CC=1C=C(C=CC1)CCCCC(=O)OCC)=O